BrC=1C=C(C=NC1)N(C)CC=1C=C(C(=O)OC)C=CC1C methyl 3-{[(5-bromopyridin-3-yl) (methyl)amino]methyl}-4-methylbenzoate